(S)-3-(1-(2-(5,6,7,8-tetrahydro-1,8-naphthyridin-2-yl)ethyl)-1H-pyrazole-4-carboxamido)-2-((3,3,3-trifluoropropyl)sulfonamido)propionic acid N1=C(C=CC=2CCCNC12)CCN1N=CC(=C1)C(=O)NC[C@@H](C(=O)O)NS(=O)(=O)CCC(F)(F)F